CN1N=CC(=C1)C=1C=NN2C1C=C(C=C2)C2=CNC1=NC=C(C=C12)C(=O)N1C2CN(CC1CC2)C (3-(3-(1-methyl-1H-pyrazol-4-yl)pyrazolo[1,5-a]pyridin-5-yl)-1H-pyrrolo[2,3-b]pyridin-5-yl)(3-methyl-3,8-diazabicyclo[3.2.1]octan-8-yl)methanone